4-(2-((1-((dimethyl-amino)methyl)cyclopropyl)methoxy)-6,8-difluoro-4-(6-methyl-3,8-diazabicyclo[3.2.1]octan-3-yl)quinazolin-7-yl)naphthalen-2-ol CN(C)CC1(CC1)COC1=NC2=C(C(=C(C=C2C(=N1)N1CC2CC(C(C1)N2)C)F)C2=CC(=CC1=CC=CC=C21)O)F